[Cl-].C(CCCCCCCCCCCCCCCCCCC)[N+](CC)(C)C arachyl-dimethyl-ethyl-ammonium chloride